1-(benzenesulfonyl)pyrrolo[3,2-b]pyridin-6-ol C1(=CC=CC=C1)S(=O)(=O)N1C=CC2=NC=C(C=C21)O